FC(CN1CCC(CC1)CC1=NOC(=C1)C(=O)O)(F)F 3-[[1-(2,2,2-trifluoroethyl)piperidin-4-yl]methyl]-1,2-oxazole-5-carboxylic acid